C(CCCCCCCCCCCCCCCCCCC)[Si](OCCOC)(OCCOC)CCCCCCCCCCCCCCCCCCCC Di-eicosyl-bis-(2-methoxyethoxy)silane